C(C)(C)N(CC=C)CCC1=CNC2=CC=C(C=C12)OC N-isopropyl-N-(2-(5-methoxy-1H-indol-3-yl)ethyl)prop-2-en-1-amine